CC1=C(C=CC=C1C)N1CCN(CC1)C(CN1N=C(C2=C1CCC2)C(=O)N2CCC(CC2)S(=O)(=O)C)=O 1-[4-(2,3-Dimethylphenyl)piperazin-1-yl]-2-{3-[4-(methylsulfonyl)piperidin-1-carbonyl]-5,6-dihydrocyclopenta[c]pyrazol-1(4H)-yl}ethan-1-on